CN1C(C2=CC(=CC=C2CC1)NC(=O)C=1C=NN(C1C(F)(F)F)C1=C2C=CC=NC2=CC=C1)=O N-(2-Methyl-1-oxo-1,2,3,4-tetrahydroisochinolin-7-yl)-1-(chinolin-5-yl)-5-(trifluoromethyl)-1H-pyrazol-4-carboxamid